perylene-3,4,9,10-tetracarboxylic acid sodium [Na].C1=CC(=C2C(=CC=C3C4=CC=C(C=5C(=CC=C(C1=C23)C45)C(=O)O)C(=O)O)C(=O)O)C(=O)O